3-(3,5-dimethylisoxazol-4-yl)-3-[4-(7H-pyrrolo[2,3-d]pyrimidin-4-yl)-1H-pyrazol-1-yl]propanenitrile trifluoroacetate FC(C(=O)O)(F)F.CC1=NOC(=C1C(CC#N)N1N=CC(=C1)C=1C2=C(N=CN1)NC=C2)C